4-((5-chloro-2-((6-methoxy-2-methyl-1,2,3,4-tetrahydroisoquinolin-7-yl) amino) pyrimidin-4-yl) amino)-5-(dimethylphosphoryl)-2-fluorophenyl fluorosulfonate FS(=O)(=O)OC1=C(C=C(C(=C1)P(=O)(C)C)NC1=NC(=NC=C1Cl)NC1=C(C=C2CCN(CC2=C1)C)OC)F